(2S,4R)-1-((S)-2-(2-chloroacetamido)-3,3-dimethylbutanoyl)-4-hydroxy-N-((S)-1-(4-(4-methyl-1λ3,3λ2-thiazol-5-yl)phenyl)ethyl)pyrrolidine-2-carboxamide ClCC(=O)N[C@H](C(=O)N1[C@@H](C[C@H](C1)O)C(=O)N[C@@H](C)C1=CC=C(C=C1)C1=C([N]C=[S]1)C)C(C)(C)C